C(C)SC1=NC(=CC(=C1C(=O)NCCCC1=CC=C(C=C1)F)C)N1CCOCC1 2-Ethylsulfanyl-N-[3-(4-fluorophenyl)-propyl]-4-methyl-6-morpholin-4-yl-pyridine-3-carboxylic acid amide